NC=1C=NC2=CC=C(C=C2C1N1C[C@H](CCC1)NC(OC(C)(C)C)=O)C1=CNC2=NC=C(C=C21)C(NC)=O tert-Butyl N-[(3S)-1-{3-amino-6-[5-(methylcarbamoyl)-1H-pyrrolo[2,3-b]pyridin-3-yl]quinolin-4-yl}piperidin-3-yl]carbamate